perfluorododecyl-trimethyl-(ethyl)oxysilane molybdenum [Mo].FC([Si](OC(C(F)(F)F)(F)F)(C(F)(F)F)C(F)(F)F)(C(C(C(C(C(C(C(C(C(C(C(C(F)(F)F)(F)F)(F)F)(F)F)(F)F)(F)F)(F)F)(F)F)(F)F)(F)F)(F)F)(F)F)F